[Ti].[Cu].[Ag] silver-copper titanium